ClC=1C=CC=2N(N1)C=C(N2)C(=O)NC(CO)C(C)(C)C 6-chloro-N-(1-hydroxy-3,3-dimethylbut-2-yl)imidazo[1,2-b]Pyridazine-2-carboxamide